C1(=CCCC1)C1=C(C=CC=C1)C(C(=O)O)OC1=CC=C(C=C1)OC (2-cyclopent-1-enylphenyl)-(4-methoxyphenoxy)acetic acid